β-mannopyranose O[C@H]1[C@@H](O)[C@@H](O)[C@H](O)[C@H](O1)CO